C=1N=CN2C1C(=CC=C2)C(=O)N2C[C@H]([C@@H](CC2)C2=CC=CC=C2)N2C(C(CC2)NC(OCC2=CC=CC=C2)=O)=O benzyl (1-((3S,4S)-1-(imidazo[1,5-a]pyridine-8-carbonyl)-4-phenylpiperidin-3-yl)-2-oxopyrrolidin-3-yl)carbamate